COC1=C(CNC2=NC=3C(=CC=CC3C=3N2N=C(N3)CNS(=O)(=O)C3CC3)OC)C=CC(=C1)OC N-((5-((2,4-dimethoxybenzyl)amino)-7-methoxy-[1,2,4]triazolo[1,5-c]quinazolin-2-yl)methyl)cyclopropanesulfonamide